O[C@@H](C(=O)OCC)[C@H](C=C(C1=CC=CC=C1)C1=CC=CC=C1)O ethyl (2R,3S)-2,3-dihydroxy-5,5-diphenylpent-4-enoate